(Z)-N-((4-amino-2-methylpyrimidin-5-yl)methyl)-N-(3-(benzylmercapto)-5-hydroxypent-2-en-2-yl)carboxamide hydrochloride Cl.NC1=NC(=NC=C1CN(C=O)\C(\C)=C(\CCO)/SCC1=CC=CC=C1)C